ClC=1C=CC=C2C=CC(=NC12)NC1=C(C=C(C=C1)C1(CC1)C(F)(F)F)OC 8-Chloro-N-(2-methoxy-4-(1-(trifluoromethyl)cyclopropyl)phenyl)quinolin-2-amine